N-(3-(5-chloro-2-methoxyphenyl)-1-((1S,3R)-3-hydroxycyclohexyl)-1H-pyrazol-4-yl)pyrazolo[1,5-a]pyrimidine-3-carboxamide ClC=1C=CC(=C(C1)C1=NN(C=C1NC(=O)C=1C=NN2C1N=CC=C2)[C@@H]2C[C@@H](CCC2)O)OC